NC1=CC(=C(C(=N1)C)CNC(=O)C=1N=NN(C1)CC1=CC=C(C=C1)CN1C(C=CC=C1)=O)C N-((6-amino-2,4-dimethylpyridin-3-yl)methyl)-1-(4-((2-oxopyridin-1(2H)-yl)methyl)benzyl)-1H-1,2,3-triazole-4-carboxamide